3-ethoxy-4-hydroxy-benzaldehyde C(C)OC=1C=C(C=O)C=CC1O